O1C(CCC2=CC=CC=C12)C(=O)[O-] Chromanat